C(C)OP(O)(=O)NC1=CC(=C(C=C1)N[C@@H](CSC1=CC=CC=C1)CCN1CCC(CC1)O)S(=O)(=O)C(F)(F)F P-(4-(((R)-4-(4-hydroxypiperidin-1-yl)-1-(phenylthio)butan-2-yl)amino)-3-((trifluoromethyl)sulfonyl)phenyl)aminophosphonic acid ethyl ester